FC1(CN(CCC1)C(=O)C=1C=C2N=C(C=NC2=CC1)C1=CC=2C(N=C1)=NN(C2)C)F (3,3-difluoro-1-piperidinyl)(3-(2-methyl-2H-pyrazolo[3,4-b]pyridin-5-yl)-6-quinoxalinyl)methanone